(R)-3-(5-cyano-2-fluorophenyl)-1-isopropyl-N-(3-methyl-1,1-dioxidothietan-3-yl)-4,5,6,7-tetrahydro-1H-indazole-6-carboxamide C(#N)C=1C=CC(=C(C1)C1=NN(C=2C[C@@H](CCC12)C(=O)NC1(CS(C1)(=O)=O)C)C(C)C)F